(diaminomethylidene)-2-(2,6-dichlorophenyl)acetamide NC(N)=C(C(=O)N)C1=C(C=CC=C1Cl)Cl